(3R,4S)-1-[6-(1-cyclopentylpyrazol-4-yl)pyrrolo[1,2-b]pyridazin-4-yl]-3-cyclopropyl-4-methyl-2-oxopyrrolidine-3-carbonitrile C1(CCCC1)N1N=CC(=C1)C=1C=C2N(N=CC=C2N2C([C@]([C@@H](C2)C)(C#N)C2CC2)=O)C1